4-((5-carbamoyl-2-methyl-1,3-benzodiazol-1-yl)methyl)phenylphosphonic acid C(N)(=O)C1=CC2=C(N(C(=N2)C)CC2=CC=C(C=C2)P(O)(O)=O)C=C1